NC=1C(NC2=C3C=CC=NC3=C(C=C2C1C1=C2C=NNC2=C(C=C1)F)OCC(F)F)=O 3-Amino-6-(2,2-difluoroethoxy)-4-(7-fluoro-1H-indazol-4-yl)-1H-1,7-phenanthrolin-2-one